C(CCCCC)C([C@@]([C@@]1(C(=C(C(=O)O1)OCCCCCC)[O-])CCCCCCCCCC)(OCCCCCC)CCCCCC)O TETRAHEXYLDECYL-ASCORBATE